(R)-2-amino-5-(4-(2-(3,5-difluorophenyl)-2-hydroxyacetamido)-2-methylphenyl)-N-(2-methoxyethyl)nicotinamide NC1=C(C(=O)NCCOC)C=C(C=N1)C1=C(C=C(C=C1)NC([C@H](O)C1=CC(=CC(=C1)F)F)=O)C